trans-rac-Methyl 2,2-dichloro-3-(3,4-dichlorophenyl)cyclopropane-1-carboxylate ClC1([C@H]([C@@H]1C1=CC(=C(C=C1)Cl)Cl)C(=O)OC)Cl |r|